NC=1C=C(C=C2C=C(N=CC12)NC(=O)[C@H]1[C@@H](C1)C#N)C1=CC(=NN1C)C(=O)NC 5-(8-amino-3-(trans-2-cyanocyclopropanecarboxamido)isoquinolin-6-yl)-N,1-dimethyl-1H-pyrazole-3-carboxamide